5-{[4-(Aminomethyl)phenyl]methoxy}-1-(2-chlorobenzoyl)-3-[1-(3-hydroxypyrrolidin-1-carbonyl)-3-(trifluoromethyl)piperazin-2-yl]-1H-pyrazol-4-carbonitril NCC1=CC=C(C=C1)COC1=C(C(=NN1C(C1=C(C=CC=C1)Cl)=O)C1N(CCNC1C(F)(F)F)C(=O)N1CC(CC1)O)C#N